OCC=1C=C(C=NC1)B(O)O (5-(hydroxymethyl)pyridin-3-yl)boronic acid